FC1=C(C=CC(C1)(C1=CC=CC=C1)CCC)C1=CC(=C(C=C1)F)F 2',3,4-trifluoro-4'-propyl-p-terphenyl